C(CCCCCCCCCCCCCCCCCCCCCCCCCCC)(=O)[O-] montanate